O=C1NC(CCC1N1C(C2=CC=C(C=C2C1=O)N1CCN(CC1)CCCC(=O)NC)=O)=O 4-(4-(2-(2,6-dioxopiperidin-3-yl)-1,3-dioxoisoindol-5-yl)piperazin-1-yl)-N-methylbutanamide